Cl.Cl.C1(=CC=CC=C1)C1=NC2=CC=CC=C2C(N1)=O Phenyl-quinazolin-4-one dihydrochloride